CN1C(C(=C(C2=CC=CC=C12)N1CCC(CC1)C1=CC=CC2=CC=CC=C12)C#N)=O 1-methyl-4-[4-(naphthalen-1-yl)piperidin-1-yl]-2-oxo-1,2-dihydroquinoline-3-carbonitrile